4-[2-methyl-4-(oxetan-3-yl)-3-(1H-pyrazol-4-yl)piperazin-1-yl]-2-[6-(trifluoromethyl)imidazo[1,2-a]pyridin-3-yl]pyrimidine CC1N(CCN(C1C=1C=NNC1)C1COC1)C1=NC(=NC=C1)C1=CN=C2N1C=C(C=C2)C(F)(F)F